N-[2-(2-methoxyethyl)-6-morpholino-1-oxo-isoindolin-5-yl]pyrazolo[1,5-a]pyrimidine-3-carboxamide COCCN1C(C2=CC(=C(C=C2C1)NC(=O)C=1C=NN2C1N=CC=C2)N2CCOCC2)=O